[Na+].ClC=1C(=C(C=C(C1)Cl)S(=O)(=O)[O-])O 3,5-Dichloro-2-hydroxybenzenesulfonic acid sodium salt